FC=1C=CC(=C(C(=O)N(C)C(C)C)C1)N1C=C(C=2C1=CN=CC2)C2CCN(CC2)CCC2CCOCC2 5-fluoro-N-isopropyl-N-methyl-2-(3-(1-(2-(tetrahydro-2H-pyran-4-yl)ethyl)piperidin-4-yl)-1H-pyrrolo[2,3-c]pyridin-1-yl)benzamide